tert-butyl 4-(5-methoxy-2-(1-methyl-1H-pyrazol-4-yl)-4-nitrophenyl)piperazine-1-carboxylate COC=1C(=CC(=C(C1)N1CCN(CC1)C(=O)OC(C)(C)C)C=1C=NN(C1)C)[N+](=O)[O-]